racemic-alpha-ethyl-2-oxo-1-pyrrolidineacetic acid C(C)[C@H](C(=O)O)N1C(CCC1)=O |r|